The molecule is a member of the class of furonaphthodioxoles that is (5R,5aR,8aR)-5,8,8a,9-tetrahydro-2H-furo[3',4':6,7]naphtho[2,3-d][1,3]dioxol-6(5aH)-one substituted at position 5 by a 4-hydroxy-3,5-dimethoxyphenyl group. It has a role as a plant metabolite, an immunosuppressive agent, an antioxidant and an antineoplastic agent. It is a lignan, a gamma-lactone, a furonaphthodioxole, a member of methoxybenzenes and a member of phenols. COC1=CC(=CC(=C1O)OC)[C@H]2[C@@H]3[C@@H](CC4=CC5=C(C=C24)OCO5)COC3=O